C(CCCCCCCCCCC)(=O)O[C@@H](COP(=O)(O)OCCNC(\C=C/C(=O)N[C@@H](CCC(NC(C(=O)NCC(=O)O)CS)=O)C(=O)O)=O)COC(CCCCCCCCCCC)=O N2-((Z)-4-((2-((((R)-2,3-bis(dodecanoyloxy)propoxy)(hydroxy)phosphoryl)oxy)ethyl)amino)-4-oxobut-2-enoyl)-N5-(1-((carboxymethyl)amino)-3-mercapto-1-oxopropan-2-yl)glutamine